C1(=CC=C(C=C1)[B-](C1=CC=C(C=C1)C)(C1=CC=C(C=C1)C)C1=CC=C(C=C1)C)C.C(C)[NH+](CC)CC triethylammonium tetrakis(p-tolyl)borate